4-fluoro-4-(hydroxymethyl)piperidine-1-carboxylate FC1(CCN(CC1)C(=O)[O-])CO